3-(dibenzo[b,d]furan-4-yl)-1-((tetrahydro-2H-pyran-4-yl)methyl)-1H-pyrrole-2,5-dione C1=CC=C(C=2OC3=C(C21)C=CC=C3)C=3C(N(C(C3)=O)CC3CCOCC3)=O